N[C@@H]1CN(C[C@@H]1F)C(=O)OC(C)(C)C cis-tert-butyl 3-amino-4-fluoro-pyrrolidine-1-carboxylate